C(#N)C1=C(C=CC=C1)C1=NC(=NC(=N1)C1=CC=CC=C1)C1=CC=C(C=C1)B(O)O (4-(4-(2-cyanophenyl)-6-phenyl-1,3,5-triazin-2-yl)phenyl)boronic acid